(s)-2-(6-(5,6-Dimethoxy-1H-benzo[d]imidazol-1-yl)-3-(1-hydroxyethyl)pyridin-2-yl)benzamide COC1=CC2=C(N(C=N2)C2=CC=C(C(=N2)C2=C(C(=O)N)C=CC=C2)[C@H](C)O)C=C1OC